ClC=1C=C(C=CC1)N1CCN(CC1)C(CCC(=O)C1=CC(=CC=C1)OC)=O 1-[4-(3-chlorophenyl)piperazin-1-yl]-4-(3-methoxyphenyl)butane-1,4-dione